(1aRS,7bSR)-5-[2-(1-ethylpiperidin-4-ylmethyl)-4-fluoro-benzenesulfonylamino]-1,1a,2,7b-tetrahydrocyclopropa-[c]chromene-4-carboxylic acid C(C)N1CCC(CC1)CC1=C(C=CC(=C1)F)S(=O)(=O)NC1=CC=C2[C@@H]3[C@H](COC2=C1C(=O)O)C3 |r|